ClC1=NN2C(N=CC(=C2[C@H](C)OC)NC(NC=2C=C(C(=NC2)N2N=CC(=C2)NC(C2=C(C=CC=C2)C)=O)C(F)(F)F)=O)=C1 (S)-N-(1-(5-(3-(2-chloro-7-(1-methoxyethyl)pyrazolo[1,5-a]pyrimidin-6-yl)ureido)-3-(trifluoromethyl)pyridin-2-yl)-1H-pyrazol-4-yl)-2-methylbenzamide